(S)-7-methyl-N-(1-(5-(2-methyl-2H-indazol-5-yl)-1H-imidazol-2-yl)-7-oxononyl)-7-azaspiro[3.5]nonane-2-carboxamide CN1CCC2(CC(C2)C(=O)N[C@@H](CCCCCC(CC)=O)C=2NC(=CN2)C2=CC3=CN(N=C3C=C2)C)CC1